4-bromo-3-fluorobenzenesulfonamide BrC1=C(C=C(C=C1)S(=O)(=O)N)F